2,2'-(2,3,5,6-tetrakis(5H-pyrido[3,2-b]indol-5-yl)-1,4-phenylene)bis(benzo[d]oxazole) N1=CC=CC=2N(C=3C=CC=CC3C21)C2=C(C(=C(C(=C2N2C1=C(C=3C=CC=CC23)N=CC=C1)C=1OC2=C(N1)C=CC=C2)N2C1=C(C=3C=CC=CC23)N=CC=C1)N1C2=C(C=3C=CC=CC13)N=CC=C2)C=2OC1=C(N2)C=CC=C1